(S,E)-6-(4-(Dimethylamino)but-2-enoyl)-4-(2-(1-(prop-2-yn-1-yl)-3-(trifluoromethyl)-1H-pyrazol-4-yl)phenyl)-4,5,6,7-tetrahydrothieno[2,3-c]pyridine-2-carbonitrile CN(C/C=C/C(=O)N1CC2=C([C@@H](C1)C1=C(C=CC=C1)C=1C(=NN(C1)CC#C)C(F)(F)F)C=C(S2)C#N)C